FC1(CC12CN(CC2)C=2C=1N(N=C(C2)C=2C(NC(NC2)=O)=O)C=CN1)F 5-(8-(1,1-difluoro-5-azaspiro[2.4]heptan-5-yl)imidazo[1,2-b]pyridazin-6-yl)pyrimidine-2,4(1H,3H)-dione